methyl (1S,3S)-3-((2-methyl-6-(1-methyl-5-((4-propyl-1H-1,2,3-triazol-1-yl)methyl)-1H-1,2,3-triazol-4-yl)pyridin-3-yl)oxy)cyclohexane-1-carboxylate CC1=NC(=CC=C1O[C@@H]1C[C@H](CCC1)C(=O)OC)C=1N=NN(C1CN1N=NC(=C1)CCC)C